4-hexyl-2,5-dimethoxybenzaldehyde C(CCCCC)C1=CC(=C(C=O)C=C1OC)OC